ClC1=C(C(=CC=C1)Cl)C1=NC2=C(C=3C=NC=CC13)N=C(N=C2)NC2=CC=C(C=C2)N2CCN(CC2)C 6-(2,6-dichlorophenyl)-N-(4-(4-methylpiperazin-1-yl)phenyl)pyrimido[5,4-c][2,6]naphthyridin-2-amine